N-(4-(2-(((1r,4r)-4-(Dimethylamino)cyclohexyl)amino)-8-isopropyl-7-oxo-7,8-dihydropyrido[2,3-d]pyrimidin-6-yl)-2,3,6-trifluorophenyl)-2-fluorocyclopropane-1-carboxamide CN(C1CCC(CC1)NC=1N=CC2=C(N1)N(C(C(=C2)C2=C(C(=C(C(=C2)F)NC(=O)C2C(C2)F)F)F)=O)C(C)C)C